[K+].[K+].C(=O)([O-])C1=CC(=C(OC(C(=O)[NH-])C2=CC3=C(C=C2)OCO3)C=C1)CCC α-(4-carboxy-2-n-propylphenoxy)-3,4-methylenedioxyphenyl-acetamide dipotassium salt